FC1(CN(CC1)C=1C=CC=2N(C1)N=C(N2)NC2=C(N=NC=C2)C(=O)NC)F 4-((6-(3,3-difluoropyrrolidin-1-yl)-[1,2,4]triazolo[1,5-a]pyridin-2-yl)amino)-N-methylpyridazine-3-carboxamide